C1(CC1)OC1=C(C(=C(C(=C1F)F)F)F)S(=O)(=O)NC1=CC(=C(C=C1)O)F cyclopropoxy-3,4,5,6-tetrafluoro-N-(3-fluoro-4-hydroxyphenyl)benzenesulfonamide